C(C)(C)(C)N(C(O)=O)C1=C(C=CC(=C1)N1CCN(CC1)C)NC1=NC=C(C(=N1)NC1=C(C=CC=C1)OC(C)C)C#N.C(C=C)(=O)N1C(CN(CC1)C(CC1=CC=C(C=C1)Cl)=O)=O 1-acryloyl-4-(2-(4-chlorophenyl)acetyl)piperazin-2-one tert-butyl-(2-((5-cyano-4-((2-isopropoxyphenyl)amino)pyrimidin-2-yl)amino)-5-(4-methylpiperazin-1-yl)phenyl)carbamate